NC1=NC=C(C(=N1)C(F)F)C1=NC(=NC(=N1)N1CCOCC1)N1CCN(CC1)C(COCC1CCN(CC1)C(C=C)=O)=O 1-(4-((2-(4-(4-(2-amino-4-(difluoromethyl)pyrimidin-5-yl)-6-morpholino-1,3,5-triazin-2-yl)piperazin-1-yl)-2-oxoethoxy)methyl)piperidin-1-yl)prop-2-en-1-one